FC(C1=NC=NN1)(F)F 5-(trifluoromethyl)-1,2,4-triazol